CNC(=O)C1=CC=C(C(=N1)C)C=1CCN(CC1)CC1=CC=2NC(N(C(C2S1)=O)C)=O N,2-dimethyl-1'-((3-methyl-2,4-dioxo-1,2,3,4-tetrahydrothieno[3,2-d]pyrimidin-6-yl)methyl)-1',2',3',6'-tetrahydro-[3,4'-bipyridine]-6-carboxamide